FC1=C(C(=O)N[C@H](C(=O)O)CC2=CC=C(C=C2)C=2C(N(C(=CC2C(F)(F)F)C)C)=O)C(=CC(=C1)N1[C@H](COCC1)C(F)(F)F)F (S)-2-(2,6-difluoro-4-((R)-3-(trifluoromethyl)morpholino)benzamido)-3-(4-(1,6-dimethyl-2-oxo-4-(trifluoromethyl)-1,2-dihydropyridin-3-yl)phenyl)propanoic acid